triphenylphosphine bis(trifluoromethanesulfonimide) salt [N-](S(=O)(=O)C(F)(F)F)S(=O)(=O)C(F)(F)F.[N-](S(=O)(=O)C(F)(F)F)S(=O)(=O)C(F)(F)F.C1(=CC=CC=C1)P(C1=CC=CC=C1)C1=CC=CC=C1